BrC1=C(C=CC=C1)C=C1C=C(C(C(=C1)C(C)(C)C)=O)C(C)(C)C 4-(2-bromophenyl)methylene-2,6-di-tert-butyl-2,5-cyclohexadien-1-one